4-[5-(aminomethyl)-2-(1-ethyl-4-hydroxy-3-methyl-1H-pyrazol-5-yl)-1,3-oxazol-4-yl]-1-methyl-1H-pyrazolo[4,3-c]pyridine-6-carboxamide NCC1=C(N=C(O1)C1=C(C(=NN1CC)C)O)C1=NC(=CC2=C1C=NN2C)C(=O)N